C(C)(C)C1=C(C(=O)O)C(=C(C(=C1F)F)F)F 2-isopropyl-tetrafluorobenzoic acid